COC1=CC(=CC2=C1OC(CO2)C=2C=NC(=CC2)OC)CN2C=NC=1C2=NC=C(C1)C 3-((8-methoxy-2-(6-methoxypyridin-3-yl)-2,3-dihydrobenzo[b][1,4]dioxin-6-yl)methyl)-6-methyl-3H-imidazo[4,5-b]pyridine